Ethyl (S)-3-(5-bromo-3-chloro-2-fluorophenyl)-3-((tert-butoxycarbonyl)amino)propanoate BrC=1C=C(C(=C(C1)[C@H](CC(=O)OCC)NC(=O)OC(C)(C)C)F)Cl